ClC1=C(C=CC=C1)C=1NC(=C(N1)C1=CC=CC=C1)C1=CC=CC=C1 2-(o-chlorophenyl)-4,5-Diphenylimidazole